2-(1-methyl-1H-tetrazol-5-ylsulfanyl)-5-nitro-N-(4-trifluoromethoxy-phenyl)-benzamide CN1N=NN=C1SC1=C(C(=O)NC2=CC=C(C=C2)OC(F)(F)F)C=C(C=C1)[N+](=O)[O-]